C(C=C)(=O)CO[Si](OC)(C)CCO acryloylhydroxyethyl-methyldimethoxysilane